C(CCCCCCCCCCCCCCCCCCCCCC)O 1-Tricosanol